(R or S)-N-(6-(4-(1,1-dioxidothiomorpholin-3-yl)-1H-imidazol-1-yl)-5-fluoropyridin-3-yl)-2-(5-methyl-3-(trifluoromethyl)-1H-pyrazol-1-yl)acetamide O=S1(C[C@H](NCC1)C=1N=CN(C1)C1=C(C=C(C=N1)NC(CN1N=C(C=C1C)C(F)(F)F)=O)F)=O |o1:3|